3-[4-(difluoromethoxy)-3-[(4-methoxyphenyl)methoxy]phenyl]-1-(oxiran-2-ylmethyl)pyrazole FC(OC1=C(C=C(C=C1)C1=NN(C=C1)CC1OC1)OCC1=CC=C(C=C1)OC)F